FC=1C=CC(=C(C1)C(C)NC1=NC=2N(C=C1)N=CC2C=2C=NNC2)OCF N-(1-(5-fluoro-2-(fluoromethoxy)phenyl)ethyl)-3-(1H-pyrazol-4-yl)pyrazolo[1,5-a]pyrimidin-5-amine